2-benzyl-4-(2,6-dichlorophenyl)imidazole C(C1=CC=CC=C1)C=1NC=C(N1)C1=C(C=CC=C1Cl)Cl